BrC1=CC(=C(C=C1OC)CCNC(OCCC)=O)OC Propyl N-[2-(4-bromo-2,5-dimethoxy-phenyl)ethyl]carbamate